ClC1=NC=2O[C@H]([C@@H]3[C@@H]4CC[C@H](CN3C3=NC(=CC(=C1F)C32)C3COC3)N4C(=O)OC(C)(C)C)C tert-butyl (4R,7S,8S,9S)-13-chloro-14-fluoro-9-methyl-17-(oxetan-3-yl)-10-oxa-2,12,18,20-tetrazapentacyclo[9.7.1.14,7.02,8.015,19]icosa-1(18),11(19),12,14,16-pentaene-20-carboxylate